FC1=C(C(=CC=C1)OC)N1N=C2C(=CC1=O)NN=C2C2=CC=C(C=C2)N2CCC(CC2)N2CCCC2 5-(2-fluoro-6-methoxyphenyl)-3-(4-(4-(pyrrolidin-1-yl)piperidin-1-yl)phenyl)-1H-pyrazolo[4,3-c]pyridazin-6(5H)-one